4-(2-cyanoprop-2-yl)-N-(6-(7-(methylamino)-1,6-naphthyridin-3-yl)pyridazin-4-yl)pyridinecarboxamide C(#N)C(C)(C)C1=CC(=NC=C1)C(=O)NC1=CN=NC(=C1)C=1C=NC2=CC(=NC=C2C1)NC